C(C)(C)(C)OC(=O)N1C(OC[C@@H]1COC1=C(C2=C(C(=N1)C)CC(C2)C=O)C)(C)C (4R)-4-[(6-formyl-1,4-dimethyl-6,7-dihydro-5H-cyclopenta[c]pyridin-3-yl)oxymethyl]-2,2-dimethyl-1,3-oxazolidine-3-carboxylic acid tert-butyl ester